di-n-propylgallium C(CC)[Ga]CCC